Dichloropropylamine ClC(CCN)Cl